2-(benzylamino)-3,5-dihydro-4H-imidazol-4-one C(C1=CC=CC=C1)NC1=NCC(N1)=O